4-bromo-3-chloro-N-((1R,3S)-3-hydroxycyclopentyl)benzenesulfonamide BrC1=C(C=C(C=C1)S(=O)(=O)N[C@H]1C[C@H](CC1)O)Cl